4,7-dimethyl-5-decyn-4,7-diol CC(CCC)(C#CC(CCC)(O)C)O